2-(2-fluorobiphenyl-4-yl)-2-hydroxypropionic acid FC1=C(C=CC(=C1)C(C(=O)O)(C)O)C1=CC=CC=C1